N-(3,5-bis(trifluoromethyl)phenyl)-6-fluorobenzo[d]isoxazol-3-amine FC(C=1C=C(C=C(C1)C(F)(F)F)NC1=NOC2=C1C=CC(=C2)F)(F)F